O[C@@]12CCC([C@H]3[C@]14C=1C(=C(C=CC1C[C@H]2N(C)CC4)O)O3)=O 14-hydroxydihydromorphinone